CC1N(CCN(C1)C1COC1)C=1SC2=C(N1)C=CN2 2-(2-methyl-4-(oxetan-3-yl)piperazin-1-yl)-4H-pyrrolo[3,2-d]thiazole